2'-chloro-6-methoxy-3'-methyl-[2,4'-bipyridine]-5-carbaldehyde ClC1=NC=CC(=C1C)C1=NC(=C(C=C1)C=O)OC